[Ni].C1=CCCC=CCC1.C1=CCCC=CCC1 bis-1,5-cyclooctadiene nickel